4-(cyclopentylamino)-2-((2-isobutoxy-4-(2-oxopyrrolidin-1-yl)phenyl)amino)-7H-pyrrolo[2,3-d]pyrimidine-5-carbonitrile C1(CCCC1)NC=1C2=C(N=C(N1)NC1=C(C=C(C=C1)N1C(CCC1)=O)OCC(C)C)NC=C2C#N